NC=1C(=NC=2CN(CCC2C1)C(=O)OC(C)(C)C)C1CC1 tert-butyl 3-amino-2-cyclopropyl-5,8-dihydro-1,7-naphthyridine-7(6H)-carboxylate